CC(CC=C(C(=O)O)C)C.C(C(=C)C)(=O)OCC(C)C isobutyl methacrylate (2-methylpropyl methacrylate)